N-[4-fluoro-5-pyridin-3-yl-2-[(3R,5S)-3,4,5-trimethylpiperazin-1-yl]phenyl]-6-oxo-4-(trifluoromethyl)-1H-pyridine-3-carboxamide FC1=CC(=C(C=C1C=1C=NC=CC1)NC(=O)C1=CNC(C=C1C(F)(F)F)=O)N1C[C@H](N([C@H](C1)C)C)C